5-methyl-3-phenylbenzo[e][1,4,3]oxathiazin-1,1-dioxide CC1=CC=CC=2S(N=C(OC21)C2=CC=CC=C2)(=O)=O